N-methyl-N-(piperidin-4-yl)-2-[1-(pyridin-2-yl)-1H-pyrazol-4-yl]-1,3-thiazole-4-carboxamide CN(C(=O)C=1N=C(SC1)C=1C=NN(C1)C1=NC=CC=C1)C1CCNCC1